CC=1C=2N(C=C(N1)C)N=C(C2)C2=NC1=CC=C(C=C1C(N2)=O)I 2-(4,6-dimethylpyrazolo[1,5-a]pyrazin-2-yl)-6-iodoquinazolin-4(3H)-one